2-(3-chlorobenzyl)cyclopentan-1-ol 1-(tert-butyl)3-methyl-(3S,4R)-4-(6-azaspiro[2.5]octane-6-carboxamido)piperidine-1,3-dicarboxylate C(C)(C)(C)C1N(CC[C@H]([C@@]1(C(=O)O)C)NC(=O)N1CCC2(CC2)CC1)C(=O)OC1C(CCC1)CC1=CC(=CC=C1)Cl